decanoic acid amide borate B(O)(O)O.C(CCCCCCCCC)(=O)N